6-(1,2,3,5,6,7,8,8a-Octahydroindolizin-8-ylamino)-3-[2-hydroxy-4-(trifluoromethyl)phenyl]-4-methyl-1,2,4-triazin-5-one C1CCN2CCCC(C12)NC=1C(N(C(=NN1)C1=C(C=C(C=C1)C(F)(F)F)O)C)=O